2-chloroacrylic acid ClC(C(=O)O)=C